(Z)-2-(2,5-dimethyl-1-(3,4,5-trimethoxybenzylidene)-1H-inden-3-yl)acetic acid CC=1/C(/C2=CC=C(C=C2C1CC(=O)O)C)=C/C1=CC(=C(C(=C1)OC)OC)OC